BrCCCOC=1C=C2CN(CC2=CC1OC)C(CCC(=O)OCC)=O ethyl 4-(5-(3-bromopropyloxy)-6-methoxyisoindolin-2-yl)-4-oxobutanoate